1-heptyl-3-methylpyridinium acetate C(C)(=O)[O-].C(CCCCCC)[N+]1=CC(=CC=C1)C